BrC1=C(C=CC=2OC(OCC21)(F)F)C 5-bromo-2,2-difluoro-6-methylbenzo[d][1,3]dioxane